ClC1=C(C(=NN1C)C)C(=O)NC1=C2[C@@H](OC(C2=CC=C1)(C)C)C 5-chloro-1,3-dimethyl-N-[(3S)-1,1,3-trimethyl-3H-isobenzofuran-4-yl]pyrazole-4-carboxamide